C[C@@H]1C=2N(CCN1C(=O)C1=CC=C(C=C1)C(F)(F)F)C(=NN2)C2=NC(=NS2)C (R)-(8-methyl-3-(3-methyl-1,2,4-thiadiazol-5-yl)-5,6-dihydro-[1,2,4]triazolo[4,3-a]pyrazin-7(8H)-yl)(4-(trifluoromethyl)phenyl)methanone